FC(C1=C(C(=O)O)C(=CC=C1)C(F)(F)F)(F)F 2,6-Ditrifluoromethylbenzoic acid